Br.N[C@@H]([C@@H](C)CC)C(=O)OC=1C(C(=O)NC2=C(C=C(C=C2)[N+](=O)[O-])Cl)=CC(=CC1)Cl 2-O-(L-isoleucyl)-4'-nitro-2',5-dichlorosalicylanilide hydrobromide